ClC=1C=C(C(=O)NC2=C(N=CS2)C(=O)NCC2=C(C=CC=C2)OC(F)(F)F)C=C(C1O)Cl 5-(3,5-dichloro-4-hydroxybenzamido)-N-(2-(trifluoromethoxy)benzyl)thiazole-4-carboxamide